C1=CC=CC=2C3=CC=CC=C3C3(C12)OCC1OC1CO3 3,5,8-trioxaspiro[bicyclo[5.1.0]octane-4,9'-fluorene]